C(C)(=O)N[C@H]1C[C@H](CCC1)C(=O)NC1=NC=C(C(=C1)C=1C=NN2C1CCCCC2)F (1s,3r)-3-acetamido-N-(5-fluoro-4-(5,6,7,8-tetrahydro-4H-pyrazolo[1,5-a]azepin-3-yl)pyridin-2-yl)cyclohexanecarboxamide